N-[(1R,3S)-3-{[6-fluoro-2-(trifluoromethyl)quinolin-4-yl]amino}cyclohexyl]-4-(1H-imidazol-1-yl)benzamide FC=1C=C2C(=CC(=NC2=CC1)C(F)(F)F)N[C@@H]1C[C@@H](CCC1)NC(C1=CC=C(C=C1)N1C=NC=C1)=O